[Bi+]=[Te] Bismuth(III) telluride